COC(=O)C1=CC=C2C(=CNC2=C1Br)B1OC(C(O1)(C)C)(C)C 7-bromo-3-(4,4,5,5-tetramethyl-1,3,2-dioxaborolane-2-yl)-1H-indole-6-carboxylic acid methyl ester